N-[1-[3-[1-(2-amino-3-pyridyl)-1,2,4-triazol-3-yl]pyrazin-2-yl]ethyl]-3,5-bis(trifluoromethyl)benzamide NC1=NC=CC=C1N1N=C(N=C1)C=1C(=NC=CN1)C(C)NC(C1=CC(=CC(=C1)C(F)(F)F)C(F)(F)F)=O